N[C@@H]1C2=NC=CC=C2CC12CCN(CC2)C=2N=CC(=NC2CO)SC2=C(C(=NC=C2)N2CC(C2)C(C)(C)O)Cl (S)-2-(1-(4-(5-(7-amino-5,7-dihydrospiro[cyclopenta[b]pyridine-6,4'-piperidine]-1'-yl)-6-(hydroxymethyl)pyrazin-2-ylsulfanyl)-3-chloropyridin-2-yl)azetidin-3-yl)propan-2-ol